FC(C(CN1N=CC(=N1)C(=O)OCC)C)(F)F ethyl 2-(3,3,3-trifluoro-2-methylpropyl)-2H-1,2,3-triazole-4-carboxylate